tertamylperoxy isobutyrate C(C(C)C)(=O)OOOC(C)(C)CC